(2,6-dimethyl-4-(2-(trifluoromethyl)-7,8-dihydropyrido[4,3-d]pyrimidin-6(5H)-yl)phenyl)-3,3-dimethylbutyramide CC1=C(C(=CC(=C1)N1CC2=C(N=C(N=C2)C(F)(F)F)CC1)C)C(C(=O)N)C(C)(C)C